L-phenylalanine isocyanate N[C@@H](CC1=CC=CC=C1)C(=O)N=C=O